(Z)-methyl (Z)-2-[5-(3-isopropylpyrazol-1-yl)-2-methyl-phenoxy]-3-methoxy-prop-2-enoate C(C)(C)C1=NN(C=C1)C=1C=CC(=C(O\C(\C(=O)OC)=C/OC)C1)C